4-(4-(2-((1-acetylpiperidin-4-yl)amino)-5-chloropyrimidin-4-yl)-1H-pyrazol-1-yl)pyridin-2(1H)-one C(C)(=O)N1CCC(CC1)NC1=NC=C(C(=N1)C=1C=NN(C1)C1=CC(NC=C1)=O)Cl